6-(benzyloxy)-7H-purin-2-amine C(C1=CC=CC=C1)OC1=C2NC=NC2=NC(=N1)N